C(C)(=O)OOC1=C(C(=CC=C1)C(COC)C)OC1=C(C=C(C(=C1)N1C(N(C(=CC1=O)C(F)(F)F)C)=O)F)Cl 1-Methoxypropan-2-yl-(2-{2-chloro-4-fluoro-5-[3-methyl-2,6-dioxo-4-(trifluoromethyl)-3,6-dihydropyrimidine-1(2H)-yl]phenoxy}phenoxy) acetate